C(C)(=O)C1=NN(C2=CC=C(C=C12)C=1C=NC=2N(C1)N=CC2)CC(=O)N2[C@@H]1C[C@@H]1C[C@H]2C(=O)NC2=C(C(=CC=C2)OC(F)(F)F)F (1R,3S,5R)-2-(2-(3-acetyl-5-(pyrazolo[1,5-a]pyrimidin-6-yl)-1H-indazol-1-yl)acetyl)-N-(2-fluoro-3-(trifluoromethoxy)phenyl)-2-azabicyclo[3.1.0]hexane-3-carboxamide